ClC1=C(C=CC(=C1)Cl)C1=CC(=C(C=C1)C(=O)O)NC(C1=C(C=C(C(=C1)C(N=S(=O)(C)C)=O)O)C(N(C)C)=O)=O 2',4'-dichloro-3-(5-((dimethyl(oxo)-λ6-sulfanylidene)carbamoyl)-2-(dimethylcarbamoyl)-4-hydroxybenzamido)-[1,1'-biphenyl]-4-carboxylic acid